NC(CC[C@@H](C1=CC=CC=C1)NC(=O)N1CC2=CC(=CC(=C2CC1)C1=CC=C(C=C1)C(F)(F)F)C=1SC=CN1)=O (S)-N-(4-Amino-4-oxo-1-phenylbutyl)-7-(thiazol-2-yl)-5-(4-(trifluoromethyl)phenyl)-3,4-dihydroisoquinoline-2(1H)-carboxamide